4-amino-N-(6'-chloro-2',3'-dimethoxy-[1,1'-biphenyl]-3-yl)-3-cyanobenzamide NC1=C(C=C(C(=O)NC=2C=C(C=CC2)C2=C(C(=CC=C2Cl)OC)OC)C=C1)C#N